CC=1C=CC(=NC1)C1=CC(=C(C(=O)O)C=C1)C=CC=O 4-(5-methylpyridin-2-yl)-formylvinylbenzoic acid